N12CCCC2C1 azabicyclo-[3.1.0]-hexane